Cl.F[C@@H]1[C@@H](C1)C(=O)NC=1SC2=C(N1)C=CC(=C2)C=2C=NC=CC2C (1S,2S)-2-fluoro-N-(6-(4-methylpyridin-3-yl)benzo[d]thiazol-2-yl)cyclopropane-1-carboxamide monohydrochloride